N-(4-nitrophenyl)morpholine [N+](=O)([O-])C1=CC=C(C=C1)N1CCOCC1